OC1=C(C=CC(=C1)C(C)C)C1(CC1)C(=O)NC1CN(CCC(C1)C)C1=NN=NN1 1-(2-hydroxy-4-isopropylphenyl)-N-(5-methyl-1-(1H-tetrazol-5-yl)azepan-3-yl)cyclopropane-1-carboxamide